[C@H]12OC[C@H](N(C1)C[B-](F)(F)F)C2.[K+] potassium (((1R,4R)-2-oxa-5-azabicyclo[2.2.1]hept-5-yl)methyl)trifluoroborate